2-(6-(((cis)-2-hydroxycyclobutyl)amino)-4-((R)-1-(4-methyl-4H-1,2,4-triazol-3-yl)propan-2-yl)pyridin-2-yl)-4-(trifluoromethyl)isoindolin-1-one O[C@@H]1[C@@H](CC1)NC1=CC(=CC(=N1)N1C(C2=CC=CC(=C2C1)C(F)(F)F)=O)[C@@H](CC1=NN=CN1C)C